8-Bromo-4-chloro-5-(2,2,2-trifluoroethyl)-5H-pyrido[4',3':4,5]-pyrrolo[3,2-d]pyrimidine BrC1=CC2=C(N(C3=C2N=CN=C3Cl)CC(F)(F)F)C=N1